C1(=CCC(C=C1)(C1=CC=CC=C1)B(O)O)C1=CC=CC=C1 [1,1':4,1''-terphenyl]-4-ylboronic acid